1-butyl-3-methylimidazolium thiosalicylate C(C=1C(S)=CC=CC1)(=O)[O-].C(CCC)N1C=[N+](C=C1)C